COC1=CC=C(C=C1)C(OCCCCC\C=C/CCCCC=CCC)(C1=CC=CC=C1)C1=CC=C(C=C1)OC (Z)-1-[bis(4-methoxyphenyl)(phenyl)methoxy]pentadeca-6,12-diene